C[C@H]1[C@@H](CCCC1)NC=1SC2=C(N1)C=CC=C2C=2C=C(C=CC2)C2=CC=C(O2)P(O)(O)=O [5-[3-[2-[[(1R,2R)-2-methylcyclohexyl]amino]-1,3-benzothiazol-7-yl]phenyl]-2-furyl]phosphonic acid